O.O.O.O.[Fe](Cl)(Cl)Cl ferric chloride tetrahydrate